C1(=CC=CC2=CC=CC=C12)C(=O)O.CO.CO dimethanol naphthalate